N-(2-chloro-4-(trifluoromethyl)phenyl)-1-(4-((2-(2,6-dioxopiperidin-3-yl)-1,3-dioxoisoindoline-5-yl)ethynyl)-1H-pyrazol-1-yl)cyclobutane-1-carboxamide ClC1=C(C=CC(=C1)C(F)(F)F)NC(=O)C1(CCC1)N1N=CC(=C1)C#CC=1C=C2C(N(C(C2=CC1)=O)C1C(NC(CC1)=O)=O)=O